CN1C(C(CCC1=O)N1C(C2=CC=C(C=C2C1)N1CCN(CC1)CC1=CC=C(C(=O)N[C@H]2C[C@@H](CC2)NC2=CC(=NC=3N2N=CC3)CCC)C=C1)=O)=O 4-((4-(2-(1-methyl-2,6-dioxopiperidin-3-yl)-1-oxoisoindolin-5-yl)piperazin-1-yl)methyl)-N-((1R,3R)-3-((5-propylpyrazolo[1,5-a]pyrimidin-7-yl)amino)cyclopentyl)benzamide